ethyl (E)-1-[4-[4-[1-(4-Bromophenyl)-3-[4-(carboxymethoxy)-3-methylphenoxy]propenyl]phenylethynyl]benzyl]piperidine-4-carboxylate BrC1=CC=C(C=C1)\C(=C\COC1=CC(=C(C=C1)OCC(=O)O)C)\C1=CC=C(C=C1)C#CC1=CC=C(CN2CCC(CC2)C(=O)OCC)C=C1